N-(6-methoxy-1-methyl-1H-indazol-7-yl)-1-(4-(1-methoxy-3-methylcyclobutyl)pyridin-2-yl)-1H-pyrazole-4-sulfonamide COC1=CC=C2C=NN(C2=C1NS(=O)(=O)C=1C=NN(C1)C1=NC=CC(=C1)C1(CC(C1)C)OC)C